N-[3-[2-[[1-(2-hydroxyethyl)pyrazol-4-yl]amino]pyrimidin-4-yl]-1-methyl-indol-6-yl]prop-2-enamide OCCN1N=CC(=C1)NC1=NC=CC(=N1)C1=CN(C2=CC(=CC=C12)NC(C=C)=O)C